The molecule is the D-enantiomer of thyroxine. It is a thyroxine and a D-tyrosine derivative. It is an enantiomer of a L-thyroxine. C1=C(C=C(C(=C1I)OC2=CC(=C(C(=C2)I)O)I)I)C[C@H](C(=O)O)N